BrC=1C(=NC(=CC1)NCCN(C)C(=O)OC(C)(C)C)C(=O)OC(C)(C)C tert-butyl 3-bromo-6-((2-((tert-butoxycarbonyl)(methyl)amino)ethyl)amino)picolinate